2,2-dimethyl-3-(4-(2-methyl-11H-dibenzo[b,e]azepin-6-yl)piperazin-1-yl)propionic acid CC(C(=O)O)(CN1CCN(CC1)C=1C2=C(CC3=C(N1)C=CC(=C3)C)C=CC=C2)C